FC1=C(C=CC=C1)C#N 2-fluorobenzenecarbonitrile